(6-methylimidazo[1,2-a]pyridin-2-yl)methylamine dihydrochloride Cl.Cl.CC=1C=CC=2N(C1)C=C(N2)CN